benzyl 3-((tert-butyldimethylsilyl) oxy)-3-ethylcyclobutane-1-carboxylate [Si](C)(C)(C(C)(C)C)OC1(CC(C1)C(=O)OCC1=CC=CC=C1)CC